CC1=CC2=C(C3=CC=CC=C3C(=C2C=C1C)OCC(C)C)OCC(C)C 2,3-dimethyl-9,10-di(isobutoxy)anthracene